BrC=1C(NC(=NC1C1CCCC1)C=1C=NN(C1)C)=O 5-bromo-6-cyclopentyl-2-(1-methyl-1H-pyrazol-4-yl)-4(3H)-pyrimidinone